2''-bromo-6''-chlorodispiro[imidazolidine-4,1'-cyclohexane-4',1''-indene]-2,5-dione BrC=1C2(C3=CC(=CC=C3C1)Cl)CCC1(CC2)NC(NC1=O)=O